1-(4-methyl-2-(4-(trifluoromethyl)piperidin-1-yl)pyrimidin-5-yl)cyclohexane-1,4-diamine CC1=NC(=NC=C1C1(CCC(CC1)N)N)N1CCC(CC1)C(F)(F)F